CC1=C(N)C=CC=C1Br 2-methyl-3-bromoaniline